4-formyltryptophan methyl ester COC([C@@H](N)CC1=CNC2=CC=CC(=C12)C=O)=O